C(C)C=1C(NC2=C(C(=NC=C2C1)CO)F)=O 3-Ethyl-8-fluoro-7-(hydroxymethyl)-1,6-naphthyridin-2(1H)-one